COC1=NC=C(C=2C1=NC=CN2)C(C)NC 1-(5-Methoxypyrido[3,4-b]pyrazin-8-yl)-N-methyl-ethylamine